COC(=O)C1CC(CCC1)C 3-methyl-1-cyclohexanecarboxylic acid (+-)-methyl ester